BrC1=CC=2C(CN3C(C2C=C1)=NC1=C3C=CC=C1)(C(=O)[O-])CC1CCCC1 3-bromo-5-(cyclopentylmethyl)-5,6-dihydrobenzo[4,5]imidazo[2,1-a]isoquinoline-5-carboxylate